ClC1=CC=C(C=C1)NC([C@H](C)[C@@H]1CC[C@@H](CC1)C1=CC=NC2=CC=C(C=C12)F)=O (R)-N-(4-chlorophenyl)-2-(cis-4-(6-fluoroquinoline-4-yl)cyclohexyl)propionamide